7-amino-7'-methoxy-1',3'-dimethyl-3,4-dihydro-2H-[1,5'-biquinoline]-2'(1'H)-one NC1=CC=C2CCCN(C2=C1)C=1C=2C=C(C(N(C2C=C(C1)OC)C)=O)C